2-((1S,2S,3R,6S,8S)-2-(aminomethyl)tricyclo[4.2.1.03,8]Nonan-2-yl-4,4-d2)Acetic acid NC[C@@]1([C@@H]2[C@H]3C[C@H](CC([C@@H]13)([2H])[2H])C2)CC(=O)O